P(=O)([O-])([O-])OC[C@@H]1[C@H]([C@H]([C@@H](O1)N1C=NC=2C(O)=NC=NC12)O)O.[Na+].[Na+] Disodium inosine-5'-monophosphate